C1(CCCCC1)CNC(CC1C(NC2=C(O1)N=CC=C2)=O)=O N-(cyclohexylmethyl)-2-(2-oxo-2,3-dihydro-1H-pyrido[2,3-b][1,4]oxazin-3-yl)acetamide